2-t-butylperoxy-5-hydroperoxyhexane C(C)(C)(C)OOC(C)CCC(C)OO